benzyl-dimethyl-(2-hydroxyethyl)ammonium formate C(=O)[O-].C(C1=CC=CC=C1)[N+](CCO)(C)C